mono-ketonaphthacene O=C1CC=CC2=CC3=CC4=CC=CC=C4C=C3C=C12